(3-(6-phenylimidazo[1,5-a]pyridin-5-yl)ureido)benzoic acid methyl ester COC(C1=C(C=CC=C1)NC(=O)NC1=C(C=CC=2N1C=NC2)C2=CC=CC=C2)=O